(2,5-difluoro-4-methoxyphenyl)boronic acid FC1=C(C=C(C(=C1)OC)F)B(O)O